cetoleic acid CCCCCCCCCC/C=C\CCCCCCCCCC(=O)O